2,2'-bis[(3-ethyloxetan-3-yl)methoxy]biphenyl tert-butyl-N-(6-carbamoylhexyl)carbamate C(C)(C)(C)OC(NCCCCCCC(N)=O)=O.C(C)C1(COC1)COC1=C(C=CC=C1)C1=C(C=CC=C1)OCC1(COC1)CC